3-(5-(((1S,2S)-2-(3-(1-(1-methylcyclobutane-1-carbonyl)piperidin-4-yl)azetidin-1-yl)cyclohexyl)oxy)-1-oxoisoindolin-2-yl)piperidine-2,6-dione CC1(CCC1)C(=O)N1CCC(CC1)C1CN(C1)[C@@H]1[C@H](CCCC1)OC=1C=C2CN(C(C2=CC1)=O)C1C(NC(CC1)=O)=O